NC=1N=C(N(C1)C)C(=O)NC1CN(CC1)C1CC1 4-amino-N-(1-cyclopropylpyrrolidin-3-yl)-1-methyl-1H-imidazole-2-carboxamide